3-azabicyclo[3.1.0]hexene C12=CNCC2C1